COC1=C(C=CC=C1)C=1C=NC=CC1C(=O)NC=1SC(=NN1)OCC1C=2C=NNC2CCC1 3-(2-methoxyphenyl)-N-(5-(4,5,6,7-tetrahydro-1H-indazol-4-ylmethoxy)-1,3,4-thiadiazol-2-yl)pyridine-4-carboxamide